N,N-dimethyl-3-aminopropyl-methyldimethoxysilane CN(CCC[Si](OC)(OC)C)C